FC=1C=C(C=NC1)N1C=NC2=CC=C(C=C2C1=O)CN1CCC(CC1)C=1C=C2CN(C(C2=CC1)=O)C1C(NC(CC1)=O)=O 3-(5-(1-((3-(5-fluoropyridin-3-yl)-4-oxo-3,4-dihydroquinazolin-6-yl)methyl)piperidin-4-yl)-1-oxoisoindolin-2-yl)piperidine-2,6-dione